6-[4-[(3R)-3-[(dimethylamino)methyl]pyrrolidin-1-yl]-5,6-difluoro-8-(methylamino)-9H-pyrido[2,3-b]indol-3-yl]-1-methyl-4-oxo-1,8-naphthyridine-3-carboxylic acid CN(C)C[C@@H]1CN(CC1)C1=C(C=NC=2NC3=C(C=C(C(=C3C21)F)F)NC)C=2C=C1C(C(=CN(C1=NC2)C)C(=O)O)=O